1-(2-ethyl-3,4-difluorophenyl)-3-(2-methyl-6-oxo-1,6-dihydropyridin-3-yl)-6-(tri-fluoromethyl)-2,3-dihydropyrido[3,4-d]pyrimidin-4(1H)-one C(C)C1=C(C=CC(=C1F)F)N1CN(C(C2=C1C=NC(=C2)C(F)(F)F)=O)C2=C(NC(C=C2)=O)C